BrC=1C=C(C2=C(SC3=C2C=CC=C3)C1)Cl 3-bromo-1-chlorodibenzo[b,d]thiophene